(7S)-7,8-Difluoro-N-(2-(pyrrolidin-1-yl)-4-((4-(trifluoromethyl)benzyl)amino)phenyl)octanamid F[C@@H](CCCCCC(=O)NC1=C(C=C(C=C1)NCC1=CC=C(C=C1)C(F)(F)F)N1CCCC1)CF